tert-butyl-6-ethynyl-1,2,3,4-tetrahydroquinolin-2-one C(C)(C)(C)N1C(CCC2=CC(=CC=C12)C#C)=O